C(CCC(=O)[O-])(=O)OCCCCCCCC mono-octyl succinate